7-bromo-6-(bromomethyl)-2-chloro-4-(4-fluorophenyl)-3-methylsulfonyl-quinoline BrC1=C(C=C2C(=C(C(=NC2=C1)Cl)S(=O)(=O)C)C1=CC=C(C=C1)F)CBr